C(C)N1CCN(CC1)C=1C=C(OCC2=CC(=CC3=C2C=C(O3)C=3N=C2SC(=NN2C3)C)OC)C=CC1 6-(4-((3-(4-ethylpiperazin-1-yl)phenoxy)methyl)-6-methoxybenzofuran-2-yl)-2-methylimidazo[2,1-b][1,3,4]thiadiazole